N1C(CCC1)C=1C=NC=CC1 3-(pyrrolidin-2-yl)pyridine